C(C)(=O)OC(C=C)(CCC=C(CCC=C(C)C)C)C 3,7,11-trimethyl-1,6,10-dodecatrien-3-ol acetate